1-chloro-3,5-difluorobenzene ClC1=CC(=CC(=C1)F)F